1-(tert-butyl)-N-((3-(8-(((3S,4R)-3-fluoro-1-methylpiperidin-4-yl)amino)-3-(1-fluorovinyl)imidazo[1,2-a]pyridin-2-yl)-1,2,4-oxadiazol-5-yl)methyl)-1H-pyrrole-3-carboxamide C(C)(C)(C)N1C=C(C=C1)C(=O)NCC1=NC(=NO1)C=1N=C2N(C=CC=C2N[C@H]2[C@H](CN(CC2)C)F)C1C(=C)F